N[C@H]1CN(C[C@H]1CF)C(=O)OC(C)(C)C Tert-butyl (3R,4R)-3-amino-4-(fluoromethyl)pyrrolidine-1-carboxylate